((R)-cyclobutyl(4-fluorophenyl)methyl)-2-(2,6-dioxopiperidin-3-yl)-1-oxoisoindoline-5-carboxamide C1(CCC1)[C@H](C1=CC=C(C=C1)F)C1N(C(C2=CC=C(C=C12)C(=O)N)=O)C1C(NC(CC1)=O)=O